NCC(=O)NC1=CC=C(C=C1)N[C@@H]1C[C@@H](N(C2=CC=C(C=C12)F)C(CC)=O)C |o1:12,14| 2-amino-N-(4-(((2S*,4R*)-6-fluoro-2-methyl-1-propionyl-1,2,3,4-tetrahydroquinolin-4-yl)amino)phenyl)acetamide